NCCOC=1C(=[N+](ON1)[O-])S(=O)(=O)C1=CC=CC=C1 4-(2-Aminoethoxy)-3-(phenylsulfonyl)-1,2,5-oxadiazole 2-oxide